C(C)(C)(C)C1=CC=C(C=C1)C1=CC(=C(C(=O)OC)C=C1)C methyl 4-(4-tert-butylphenyl)-2-methyl-benzoate